CC=1C=C(C(=O)NC2=CC(=C(C=C2)CN2CCN(CC2)C)C(F)(F)F)C=CC1 3-methyl-N-(4-((4-methylpiperazin-1-yl)methyl)-3-(trifluoromethyl)phenyl)benzamide